FC1=C(CC2=C(C(=CC(=C2)C)C)O)C=CC=C1 2-(2-fluorobenzyl)-4,6-dimethylphenol